O[C@H]1CC(C)(C)C(=C(C1)C)\C=C\C(\C)=C\C=C\C(\C)=C\C=C\C=C(/C)\C=C\C=C(/C)\C=C\C([C@]1(C)C[C@H](CC1(C)C)O)=O (3r,3's,5'r)-3,3'-dihydroxy-β,κ-caroten-6'-one